(2,2-difluorocyclopropyl)methanol FC1(C(C1)CO)F